tert-butyl (2R,4R)-2-methyl-4-(5-(3-(trifluoromethyl)phenyl)-1,3,4-oxadiazole-2-carboxamido)pyrrolidine-1-carboxylate C[C@H]1N(C[C@@H](C1)NC(=O)C=1OC(=NN1)C1=CC(=CC=C1)C(F)(F)F)C(=O)OC(C)(C)C